C(C)(C)(C)N1N=CC(=C1C(=O)NOCC1=CC=C(C=C1)C1=NOC(=N1)C)OC1=CC(=CC=C1)C(F)(F)F 1-(tert-butyl)-N-((4-(5-methyl-1,2,4-oxadiazol-3-yl)benzyl)oxy)-4-(3-(trifluoromethyl)phenoxy)-1H-pyrazole-5-carboxamide